3,4-diphenylperylene C1(=CC=CC=C1)C=1C=CC=2C=3C=CC=C4C=CC=C(C5=CC=C(C1C52)C5=CC=CC=C5)C43